N-(4-((4-Nitrobenzyl)amino)phenyl)heptanamid [N+](=O)([O-])C1=CC=C(CNC2=CC=C(C=C2)NC(CCCCCC)=O)C=C1